ClC=1C=C(N=NC1)O[C@H](CN1N=NN=C1)C 5-chloro-3-{[(2S)-1-(1H-tetrazol-1-yl)propan-2-yl]oxy}pyridazine